ClC1C2CCC(CC(C3CCC(C1)CC3)Cl)CC2 2,8-dichlorotricyclo[8.2.2.24,7]hexadecane